C(C1=CC=CC=C1)NC(C(C1=CC(=CC(=C1)OC)OC)N(C(CCCN1CC=CC=C1)=O)CC1=CC(=C(C=C1)OC)OC)=O N-(2-(benzylamino)-1-(3,5-dimethoxyphenyl)-2-oxoethyl)-N-(3,4-dimethoxybenzyl)-4-(pyridin-1-yl)butanamide